C(C)(=O)C=1C(NC2=CN=C(C=C2C1C)Cl)=O 3-acetyl-6-chloro-4-methyl-1,7-naphthyridin-2(1H)-one